NC1=C2N=CN(C2=NC=N1)C[C@@H](C)OCP1(OCC(CO1)CCC(=O)OC)=O (R)-methyl 3-(2-(((1-(6-amino-9H-purin-9-yl)propan-2-yl)oxy)methyl)-2-oxido-1,3,2-dioxaphosphinan-5-yl)propanoate